((2R,5S)-2,5-diethyl-4-(4-methyl-5-oxo-2-(tetrahydro-2H-pyran-2-yl)-4,5-dihydro-2H-pyrazolo[4,3-b]pyridin-7-yl)piperazin-1-yl)-2-(4-(trifluoromethyl)phenyl)acetic acid C(C)[C@H]1N(C[C@@H](N(C1)C=1C=2C(N(C(C1)=O)C)=CN(N2)C2OCCCC2)CC)C(C(=O)O)C2=CC=C(C=C2)C(F)(F)F